dipyridineformaldehyde palladium [Pd].N1=C(C=CC=C1)C=O.N1=C(C=CC=C1)C=O